FC1=C(C(=CC=C1)C)N1CCC(CC1)N1C(N(C2=C(C1)C=NN2C)CC2=C(C=CC=C2)C(F)(F)F)=O 5-[1-(2-Fluoro-6-methyl-phenyl)-piperidin-4-yl]-1-methyl-7-(2-trifluoromethyl-benzyl)-1,4,5,7-tetrahydro-pyrazolo[3,4-d]pyrimidin-6-one